C1(=CC=CC=C1)C=1C(=C(C(=C(O)C1)OP(=O)(O)O)C1=CC=CC=C1)C(C)(C)C1=CC=C(C=C1)O diphenyl-phosphonooxybisphenol A